BrC=1C=C(C(=NC1)N1CCN(CC1)C(=O)OC(C)(C)C)OC 1-Tert-butyl 4-(5-bromo-3-methoxypyridin-2-yl)piperazine-1-carboxylate